biphenolamine titanium [Ti].C1(=C(C(=CC=C1)N)C=1C(=CC=CC1)O)O